BrC=1C(=C(C=CC1)C(C(=O)O)(CCCC(CS(=O)(=O)CCO)(C)C)C)F 2-(3-bromo-2-fluorophenyl)-7-((2-hydroxyethyl)sulfonyl)-2,6,6-trimethylheptanoic acid